(6-((5-bromo-2-((2-methoxy-5-(1-methyl-1H-pyrazol-4-yl)phenyl)amino)pyrimidin-4-yl)amino)quinolin-5-yl)dimethylphosphine BrC=1C(=NC(=NC1)NC1=C(C=CC(=C1)C=1C=NN(C1)C)OC)NC=1C(=C2C=CC=NC2=CC1)P(C)C